3-(4-Fluoro-3'-(4-(furan-3-yl)-6-(trifluoromethyl)pyrimidin-2-yl)-[1,1'-biphenyl]-3-yl)-1,2,4-oxadiazole-5(4H)-thione FC1=C(C=C(C=C1)C1=CC(=CC=C1)C1=NC(=CC(=N1)C1=COC=C1)C(F)(F)F)C1=NOC(N1)=S